hexanediol furandicarboxylate O1C(=C(C=C1)C(=O)O)C(=O)O.C(CCCCC)(O)O